4-iodo-1-([2-(trimethylsilyl)ethoxy]methyl)imidazole methyl-2-[1-oxo-4-(trifluoromethylsulfonyloxy)-[1,2,4]triazino[4,5-a]indol-2-yl]acetate COC(CN1N=C(N2C(=CC=3C=CC=CC23)C1=O)OS(=O)(=O)C(F)(F)F)=O.IC=1N=CN(C1)COCC[Si](C)(C)C